disodium bicyclo(2.2.1)heptane-2,3-dicarboxylate C12C(C(C(CC1)C2)C(=O)[O-])C(=O)[O-].[Na+].[Na+]